CC1(CC(C1)N1CC2=C(C=C(C=C2CC1)C(=O)OC)F)C methyl 2-(3,3-dimethylcyclobutyl)-8-fluoro-3,4-dihydro-1H-isoquinoline-6-carboxylate